N-[(1S)-2-[[(1S)-2-amino-2-oxo-1-[[(3S)-2-oxo-3-piperidyl]methyl]ethyl]amino]-1-(cyclopropylmethyl)-2-oxo-ethyl]-4-methoxy-1H-indole-2-carboxamide NC([C@H](C[C@H]1C(NCCC1)=O)NC([C@H](CC1CC1)NC(=O)C=1NC2=CC=CC(=C2C1)OC)=O)=O